C(CCC)C(C(=O)O)CCCCCCCCCCCC.C(CCCCCCCCCCCCC)(=O)OCCCC butyl myristate (butyl myristate)